C(C=C)(=O)OC1CC2C3CC4C(C3C1C2)O4 3,4-epoxytricyclo[5.2.1.02,6]Decane-9-yl acrylate